C1(CC1)C#CC1=CC(=NC2=NC(=C(N=C21)C)C)N2C[C@@H](O[C@@H](C2)C)C=2C=NN(C2)C2CC2 (2S,6R)-4-[8-(2-cyclopropylethynyl)-2,3-dimethyl-pyrido[2,3-b]pyrazin-6-yl]-2-(1-cyclopropylpyrazol-4-yl)-6-methyl-morpholine